di(2-hydroxypropionic acid) monoammonium titanium [Ti+4].[NH4+].OC(C(=O)O)C.OC(C(=O)O)C